[Si](C)(C)(C(C)(C)C)OC1=CC=CC=C1 4-t-butyldimethylsilyloxybenzene